3-morpholinopropyl (1r,4r)-4-(7-(3,4-dimethoxyphenyl)pyrazolo[1,5-a]pyrimidine-2-carboxamido)cyclohexane-1-carboxylate COC=1C=C(C=CC1OC)C1=CC=NC=2N1N=C(C2)C(=O)NC2CCC(CC2)C(=O)OCCCN2CCOCC2